C(CCC)[Si](OCCOCC)(OCCOCC)OCCOCC n-butyl-tris-(2-ethoxyethoxy)silane